F[C@H]1CN(CC[C@H]1COS(=O)(=O)C)C(=O)OC(C)(C)C tert-butyl (3R,4S)-3-fluoro-4-(((methylsulfonyl)oxy)methyl)piperidine-1-carboxylate